C1(CC1)C(CNC=1C=C2C(C=COC2=CC1)=O)=O 6-((2-cyclopropyl-2-oxoethyl)amino)-chromone